C(C)OC(=O)C1=NNC(=C1)CC1=CC=C(C=C1)C(F)(F)F 5-(4-(trifluoromethyl)benzyl)-1H-pyrazole-3-carboxylic acid ethyl ester